Methyl 3-[4-[[(2R,4S)-4-hydroxy-1-methyl-pyrrolidin-2-yl]methoxy]anilino]-5-methyl-6-(1-methylbenzimidazol-4-yl)pyrazine-2-carboxylate O[C@H]1C[C@@H](N(C1)C)COC1=CC=C(NC=2C(=NC(=C(N2)C)C2=CC=CC=3N(C=NC32)C)C(=O)OC)C=C1